2,5-dioxopyrrolidin-1-yl 1-{[(tert-butoxy)carbonyl]amino}-3,6,9,12,15,18,21,24,27,30,33,36-dodecaoxanonatriacontan-39-oate C(C)(C)(C)OC(=O)NCCOCCOCCOCCOCCOCCOCCOCCOCCOCCOCCOCCOCCC(=O)ON1C(CCC1=O)=O